C(CCCCCCCCCCCCCC=CCCCCCCCCC)(=O)O 15-Pentacosenoic acid